FC(C(OC(C(C(F)(F)F)(F)F)(F)F)(C(F)(F)F)F)(O)F Perfluoro(2-methyl-3-oxahexan-1-ol)